methyl 2-{[1-(3-amino-6-methoxypyridin-2-yl)cyclopropyl]amino}acetate NC=1C(=NC(=CC1)OC)C1(CC1)NCC(=O)OC